2-methyl-4-(5-nitro-6-(4-(trifluoromethyl)phenyl)-2H-indazol-2-yl)butan-2-ol CC(C)(CCN1N=C2C=C(C(=CC2=C1)[N+](=O)[O-])C1=CC=C(C=C1)C(F)(F)F)O